COC=1C=C(C=CC1OC)C1=NOC(=N1)C1=CC=C(C=C1)NC(=O)C1CN(C(C1)=O)CC=1C=NC=CC1 N-{4-[3-(3,4-Dimethoxyphenyl)-1,2,4-oxadiazol-5-yl]phenyl}-5-oxo-1-[(pyridin-3-yl)methyl]-pyrrolidine-3-carboxamide